CC1=CC=C(C=C1)S(=O)(=O)ON1C(=O)C2C3C=CC(C2C1=O)C3 5-norbornene-2,3-dicarboximido p-toluenesulfonate